C(#N)C(CC)C#N 1,1-dicyanopropane